(2R,5S)-4-(2-(bis(2,4-dimethoxybenzyl)amino)oxazolo[4,5-c]pyridin-7-yl)-5-methylmorpholine-2-carboxylic acid COC1=C(CN(C=2OC3=C(C=NC=C3N3C[C@@H](OC[C@@H]3C)C(=O)O)N2)CC2=C(C=C(C=C2)OC)OC)C=CC(=C1)OC